tert-butyl 2-(dimethylcarbamoyl)-2,6,7,8-tetrahydro-[1,2,3]triazolo[4,5-c]azepine-5(4H)-carboxylate CN(C(=O)N1N=C2C(CN(CCC2)C(=O)OC(C)(C)C)=N1)C